(cyclopropyl(1H-tetrazol-5-yl)methyl) 4-((S)-octan-2-yl) 2-methylenesuccinate C=C(C(=O)OC(C1=NN=NN1)C1CC1)CC(=O)O[C@@H](C)CCCCCC